ON(O)C(CCCCCCCCCCC)CC N,N-dihydroxyethyl-dodecylamine